bis(benzyl)iodonium C(C1=CC=CC=C1)[I+]CC1=CC=CC=C1